(2S,4R)-4-hydroxy-1-((R)-2-(3-methylisoxazol-5-yl)butanoyl)-N-(4-(oxazol-5-yl)benzyl)pyrrolidine-2-carboxamide O[C@@H]1C[C@H](N(C1)C([C@H](CC)C1=CC(=NO1)C)=O)C(=O)NCC1=CC=C(C=C1)C1=CN=CO1